5-(3-quinolyl)-3H-1,4-benzoxazepine N1=CC(=CC2=CC=CC=C12)C1=NCCOC2=C1C=CC=C2